ClC=1C(=CC(=NC1)NC1=C(C=NN1C)C)C=1C=C2N(C[C@@H](N(C2=O)CC2=C(C=CC(=C2)F)CO)COC)C1 (R)-7-(5-chloro-2-((1,4-dimethyl-1h-pyrazole-5-yl)amino)pyridine-4-yl)-2-(5-fluoro-2-(hydroxymethyl)benzyl)-3-(methoxymethyl)-3,4-dihydropyrrolo[1,2-a]pyrazine-1(2H)-one